3-[4-(8-aminooctyl)-3-methyl-2-oxo-1,3-benzodiazol-1-yl]piperidine-2,6-dione trifluoroacetate FC(C(=O)O)(F)F.NCCCCCCCCC1=CC=CC=2N(C(N(C21)C)=O)C2C(NC(CC2)=O)=O